{3-[(3-{[(1R,2S)-2-fluorocyclopropyl]carbamoyl}-8-(methylamino)imidazo[1,2-b]pyridazin-6-yl)amino]phenyl}pyridine-3-carboxylic acid F[C@@H]1[C@@H](C1)NC(=O)C1=CN=C2N1N=C(C=C2NC)NC=2C=C(C=CC2)C2=NC=CC=C2C(=O)O